(E)-2-(benzofuran-2-ylmethylene)-3,3-dimethylbutyrolactone O1C(=CC2=C1C=CC=C2)\C=C/2\C(=O)OCC2(C)C